(3S,5S,E)-3-hydroxy-5-methylnon-1-en O[C@H](C=C)C[C@H](CCCC)C